P(OC(C1=C(C=C(C=C1C)C)C)=O)(OCC)=O (2,4,6-trimethyl benzoyl) ethyl phosphonate